N-(3,5-difluoro-4-((7-methoxy-1,6-naphthyridin-4-yl)oxy)phenyl)-4-methoxypyridine-3-carboxamide FC=1C=C(C=C(C1OC1=CC=NC2=CC(=NC=C12)OC)F)NC(=O)C=1C=NC=CC1OC